4-bromo-2-((4-methoxybenzyl)oxy)benzaldehyde BrC1=CC(=C(C=O)C=C1)OCC1=CC=C(C=C1)OC